N1N=CC=2N(CCCC21)C(=O)[O-] 6,7-dihydro-5H-pyrazolo[4,3-b]pyridine-4-carboxylate